CC1(OB(OC1(C)C)C1=CC=C(OC2=NC=CC=N2)C=C1)C 2-[4-(4,4,5,5-tetramethyl-1,3,2-dioxaborolan-2-yl)phenoxy]pyrimidine